COC1=CC=CC(=C1C1=C(C=CC=C1OC)P(C1=CC(=CC(=C1)C)C)C1=CC(=CC(=C1)C)C)P(C1=CC(=CC(=C1)C)C)C1=CC(=CC(=C1)C)C (6,6'-Dimethoxybiphenyl-2,2'-diyl)bis[bis(3,5-dimethylphenyl)-phosphine]